tert-butyl 2-[(2-bromo-5-methyl-phenyl)methyl-(p-tolylsulfonyl)amino]acetate BrC1=C(C=C(C=C1)C)CN(CC(=O)OC(C)(C)C)S(=O)(=O)C1=CC=C(C=C1)C